dimethyl-dithiocarbamic acid sodium salt [Na+].CN(C([S-])=S)C